C(C=C)(=O)N1C[C@H](CC1)N1N=C(C(=C1NC)C(=O)N)C#CC1=CC2=C(N(C=N2)CC)C(=C1Cl)F (S)-1-(1-acryloylpyrrolidin-3-yl)-3-((6-chloro-1-ethyl-7-fluoro-1H-benzo[d]imidazol-5-yl)ethynyl)-5-(methylamino)-1H-pyrazole-4-carboxamide